N-(4-(6-isopropyl-5-(8-methoxy-[1,2,4]triazolo[1,5-a]pyridin-6-yl)-4H-pyrrolo[3,2-d]thiazol-2-yl)cyclohexyl)methanesulfonamide C(C)(C)C1=C(NC2=C1N=C(S2)C2CCC(CC2)NS(=O)(=O)C)C=2C=C(C=1N(C2)N=CN1)OC